N-(4-((2-amino-3-chloropyridin-4-yl)oxy)-3,5-difluorophenyl)-5-ethyl-1-(3-fluoropyridin-2-yl)-1H-pyrazole-4-carboxamide NC1=NC=CC(=C1Cl)OC1=C(C=C(C=C1F)NC(=O)C=1C=NN(C1CC)C1=NC=CC=C1F)F